ClC=1C(=NC=C(C1)C(F)(F)F)SCCNC(=O)[C@H]1N(C[C@@H](C1)O)C([C@H](C(C)(C)C)N1N=NC(=C1)C1CC1)=O (2S,4r)-N-[2-[[3-chloro-5-(trifluoromethyl)-2-pyridinyl]thio]ethyl]-1-[(2S)-2-(4-cyclopropyltriazol-1-yl)-3,3-dimethyl-butyryl]-4-hydroxy-pyrrolidine-2-carboxamide